methyl-6-((naphthalen-2-yloxy)methyl)picolinic acid CC=1C(=NC(=CC1)COC1=CC2=CC=CC=C2C=C1)C(=O)O